5-[4-(4-Nitrophenyl)piperazin-1-yl]-5-(4-phenylphenyl)-1,3-diazinane [N+](=O)([O-])C1=CC=C(C=C1)N1CCN(CC1)C1(CNCNC1)C1=CC=C(C=C1)C1=CC=CC=C1